S(=O)(=O)(C1=CC=C(O1)C(=O)O)C1=CC=C(O1)C(=O)O 5,5'-Sulfonyldi(furan-2-carboxylic acid)